Racemic-2-(isopropylamino)-1-[1-[3-(4H-1,2,4-triazol-3-yl)phenyl]pyrazolo[3,4-b]pyridin-5-yl]ethanol C(C)(C)NC[C@H](O)C=1C=C2C(=NC1)N(N=C2)C2=CC(=CC=C2)C2=NN=CN2 |r|